4-(5-bromoindazol-2-yl)-1-(hydroxymethyl)cyclohexanol benzyl-7-[5-oxo-7-(p-tolylsulfonyloxy)-[1,3,4]thiadiazolo[3,2-a]pyrimidin-2-yl]-4,7-diazaspiro[2.5]octane-4-carboxylate C(C1=CC=CC=C1)C1CC12N(CCN(C2)C2=NN1C(=NC(=CC1=O)OS(=O)(=O)C1=CC=C(C=C1)C)S2)C(=O)OC2(CCC(CC2)N2N=C1C=CC(=CC1=C2)Br)CO